CC1=NC(=CC(=N1)NC1=NN2C(C=C(C=C2)C2=C(C=NN2C)OCCO)=C1)C 2-[5-[2-[(2,6-dimethylpyrimidin-4-yl)amino]pyrazolo[1,5-a]pyridin-5-yl]-1-methyl-pyrazol-4-yl]oxy-ethanol